[Bi].[Fe] Iron-bismuth